C[C@H](C(N1CCCCC1)=O)OC1=CC=C2C(=CC(OC2=C1)=O)C1=CSC=C1C 7-[(1R)-1-methyl-2-oxo-2-(1-piperidyl)ethoxy]-4-(4-methyl-3-thienyl)chromen-2-one